FC1=CC=C(C=C1)C1=CC(=NN1COC)C1=C(C(=O)O)C=CC=C1COCOC 2-[5-(4-fluorophenyl)-1-(methoxymethyl)-1H-pyrazol-3-yl]-3-[(methoxymethoxy)methyl]benzoic acid